FC(C)(F)C1=NC(=CC(=N1)NC1=CC(=NC=C1OCC)NC(C)=O)C(C)C N-(4-((2-(1,1-difluoroethyl)-6-isopropylpyrimidin-4-yl)amino)-5-ethoxypyridin-2-yl)acetamide